ClC(CN1C(C=CC=C1C)C)(C#CC)C1=CC(=C(C=C1)OC(F)F)OCC1CC1 1-(2-chloro-2-(3-(cyclopropylmethoxy)-4-(difluoromethoxy)phenyl)pent-3-yn-1-yl)-2,6-dimethylpyridine